5,6-dihydro-[1,2,4]triazolo[4,3-a]pyrazin N=1N=CN2C1C=NCC2